2-cyanopyridin-3-yl-piperazine-1-carboxylate C(#N)C1=NC=CC=C1OC(=O)N1CCNCC1